C1(=CC=CC=C1)OC(N(C1=CC=CC=C1)C)=O N-methylcarbanilic acid phenyl ester